Cl.C(C)O ethanol, hydrochloride